BrC1=C(C=CC(=N1)OCCC(C(C)(O)C1=CC=C(C=C1)F)(F)F)F 5-((6-bromo-5-fluoropyridin-2-yl)oxy)-3,3-difluoro-2-(4-fluorophenyl)pentan-2-ol